methyl 2-bromo-5-[[4-carbamoyl-1-(trans-4-cyanotetrahydro-2H-pyran-3-yl)pyrazol-3-yl]amino]-3-chloro-benzoate BrC1=C(C(=O)OC)C=C(C=C1Cl)NC1=NN(C=C1C(N)=O)[C@@H]1COCC[C@H]1C#N